Cl[Si](O[Si](OC)(OC)OC)(OC)OC 1-chloro-1,1,3,3,3-pentamethoxydisiloxane